1-[2-(2,6-dioxopiperidin-3-yl)-1,3-dioxoisoindol-4-yl]pyrrolidine-3-carbaldehyde O=C1NC(CCC1N1C(C2=CC=CC(=C2C1=O)N1CC(CC1)C=O)=O)=O